FC=1C=C2C(CC3(N(C2=CC1)CCO)CCN(CC3)C(=O)NCC3=CC=C(C=C3)F)=O 6'-fluoro-N-(4-fluorobenzyl)-1'-(2-hydroxyethyl)-4'-oxo-3',4'-dihydro-1'H-spiro[piperidine-4,2'-quinoline]-1-carboxamide